2-(4-(3-cyano-4-((2-cyanophenyl)thio)pyrazolo[1,5-a]pyridin-6-yl)-1H-pyrazol-1-yl)-N,N-dimethylacetamide C(#N)C=1C=NN2C1C(=CC(=C2)C=2C=NN(C2)CC(=O)N(C)C)SC2=C(C=CC=C2)C#N